C1(CC1)NC(C1=C(C=C(C=C1OC)C1=CN=C2N1C=CC(=C2)OCC=2N(C=CN2)C(C)C)OC(F)F)=O N-cyclopropyl-2-(difluoromethoxy)-4-[7-[(1-isopropylimidazol-2-yl)methoxy]imidazo[1,2-a]pyridin-3-yl]-6-methoxy-benzamide